FC1=C(C=C(C(=C1)C(F)(F)F)F)NS(=O)(=O)C1=CNC(=C1)C=1N=NC=CC1 N-[2,5-difluoro-4-(trifluoromethyl)phenyl]-5-pyridazin-3-yl-1H-pyrrole-3-sulfonamide